FC(CC1OCCO1)F 2-(2,2-difluoroethyl)-1,3-dioxolane